methyl 6-bromo-2-((4-methoxybenzyl)amino)quinoline-4-carboxylate BrC=1C=C2C(=CC(=NC2=CC1)NCC1=CC=C(C=C1)OC)C(=O)OC